N1C=C(C2=CC=CC=C12)CCNC1=NC(=NC2=C1OCCN2)C=2C=CC(NC2)=O 5-[4-[2-(1H-indol-3-yl)ethylamino]-7,8-dihydro-6H-pyrimido[5,4-b][1,4]oxazin-2-yl]-1H-pyridin-2-one